(S)-4-(6-(4-((3-fluoropyridin-2-yl)methyl)-4-hydroxypiperidin-1-yl)pyridin-3-yl)-6-(2-hydroxypropoxy)pyrazolo[1,5-a]pyridine-3-carbonitrile FC=1C(=NC=CC1)CC1(CCN(CC1)C1=CC=C(C=N1)C=1C=2N(C=C(C1)OC[C@H](C)O)N=CC2C#N)O